N-(4-(4-((tert-butyldimethylsilyl)oxy)butyl)-5-oxo-4,5-dihydro-1,3,4-thiadiazol-2-yl)-4-(3-chloro-2-fluoro-6-methoxyphenyl)-6-methylnicotinamide [Si](C)(C)(C(C)(C)C)OCCCCN1N=C(SC1=O)NC(C1=CN=C(C=C1C1=C(C(=CC=C1OC)Cl)F)C)=O